benzyl 4-(2-tert-butoxy-1-methyl-2-oxo-ethyl)-3,6-dihydro-2H-pyridine-1-carboxylate C(C)(C)(C)OC(C(C)C=1CCN(CC1)C(=O)OCC1=CC=CC=C1)=O